[N+](=O)([O-])C1=CC=CC2=CC=CC(=C12)[N+](=O)[O-] 1,8-Dinitronaphthalene